(S)-N-(1-(5-(3-(2-chloro-7-(1-methoxyethyl)pyrazolo[1,5-a]pyrimidin-6-yl)ureido)-3-(trifluoromethyl)pyridin-2-yl)-1H-pyrazol-4-yl)-3,3-difluoroazetidine ClC1=NN2C(N=CC(=C2[C@H](C)OC)NC(NC=2C=C(C(=NC2)N2N=CC(=C2)N2CC(C2)(F)F)C(F)(F)F)=O)=C1